C(C)OC(COC1=CC=C(C(=O)O)C=C1)=O 4-(2-ethoxy-2-oxoethoxy)benzoic acid